COC1CC2(CC(C2)N2N=C(C=3C2=NC(=NC3)NC=3C(=CC=2N(C3)N=CN2)C)C)C1 1-(6-methoxyspiro[3.3]heptan-2-yl)-3-methyl-N-(7-methyl-[1,2,4]triazolo[1,5-a]pyridin-6-yl)-1H-pyrazolo[3,4-d]pyrimidin-6-amine